4-(8-((1R,5S)-3,8-diazabicyclo[3.2.1]octan-3-yl)-4-fluoro-5-methyl-6-(pyridin-3-ylmethoxy)-2,7-naphthyridin-3-yl)-6-fluoro-5-((triisopropylsilyl)ethynyl)naphthalen-2-ol [C@H]12CN(C[C@H](CC1)N2)C=2N=C(C(=C1C(=C(N=CC21)C2=CC(=CC1=CC=C(C(=C21)C#C[Si](C(C)C)(C(C)C)C(C)C)F)O)F)C)OCC=2C=NC=CC2